1-(1-acetylpiperidin-4-yl)-4-chloro-N-(3-methyl-5-(phenylethynyl)pyridin-2-yl)-1H-pyrazole-5-carboxamide C(C)(=O)N1CCC(CC1)N1N=CC(=C1C(=O)NC1=NC=C(C=C1C)C#CC1=CC=CC=C1)Cl